methyl (S)-1-(2-chloro-6-fluorobenzyl)-3,4-dimethyl-2-oxo-1,2,3,4-tetrahydroquinazoline-7-carboxylate ClC1=C(CN2C(N([C@H](C3=CC=C(C=C23)C(=O)OC)C)C)=O)C(=CC=C1)F